C(C)(C)(C)NC=1N=C2C(=CC=NC2=CC1)C1=CC=2C(NCCC2N1)=O 2-[6-(tert-butylamino)-1,5-naphthyridin-4-yl]-1H,5H,6H,7H-pyrrolo[3,2-c]Pyridin-4-one